C(C(C)C)[P+](C)(CC(C)C)CC(C)C triisobutyl(methyl)phosphonium